COCC1=NNC=C1C(=O)OC methyl 3-(methoxymethyl)-1H-pyrazole-4-carboxylate